Methyl (E)-3-(2-(thiophen-3-yl)vinyl)benzoate S1C=C(C=C1)/C=C/C=1C=C(C(=O)OC)C=CC1